N-(4-chlorophenyl)piperidin-4-amine 2HCl Cl.Cl.ClC1=CC=C(C=C1)NC1CCNCC1